1-(4-chlorophenyl)-2-(1-piperidyl)ethanamine ClC1=CC=C(C=C1)C(CN1CCCCC1)N